N2-acetyl-2'-O-propargyl-guanosine C(C)(=O)NC=1NC(C=2N=CN([C@H]3[C@H](OCC#C)[C@H](O)[C@@H](CO)O3)C2N1)=O